Ammonium 7-[[4-[2-Fluoro-4-[[1-[(3-Chlorophenyl)carbamoyl]cyclopropanecarbonyl] amino]phenoxy]-6-methoxy-7-quinolyl]oxy]heptanoat FC1=C(OC2=CC=NC3=CC(=C(C=C23)OC)OCCCCCCC(=O)[O-])C=CC(=C1)NC(=O)C1(CC1)C(NC1=CC(=CC=C1)Cl)=O.[NH4+]